The molecule is a diterpenoid isolated from the aerial parts of Ajuga bracteosa and has been shown to exhibit antifeedant activity. It has a role as an antifeedant and a plant metabolite. It is a furofuran, an acetate ester, a diterpenoid, a spiro-epoxide and a cyclic acetal. C[C@@H]1C[C@@H]([C@@]2([C@@H]([C@@]1(C)[C@@H]3C[C@H]4CCO[C@H]4O3)CCC[C@]25CO5)COC(=O)C)OC(=O)C